ClC=1C=C(C=NC1N1N=CN=C1C)NC(=O)C=1C=NN(C1C(F)(F)F)C1=CN=CC2=CC=CC=C12 N-(5-Chloro-6-(5-methyl-1H-1,2,4-triazol-1-yl)pyridin-3-yl)-1-(isochinolin-4-yl)-5-(trifluoromethyl)-1H-pyrazol-4-carboxamid